C(C)N1CCC(CC1)NC(=O)C1=CC(=CC=2N(C=NC21)CC(F)(F)F)C#CCNC=2C(OC)=CC=C(C2)S(=O)(=O)C N-(1-ethyl-4-piperidyl)-6-[3-(4-mesyl-2-anisidino)-1-propynyl]-1-(2,2,2-trifluoroethyl)-1H-benzo[d]imidazole-4-carboxamide